Difluorocyclohexanamine hydrochloride Cl.FC1(CCC(CC1)N)F